ClC1=CC=C(C=C1)[C@@H](C(=O)N1CCN(CC1)C=1C2=C(N=CN1)[C@@H](C[C@H]2C)O)CN2CC(C2)OC (R)-2-(4-chlorophenyl)-1-(4-((5R,7R)-7-hydroxy-5-methyl-6,7-dihydro-5H-cyclopenta[d]pyrimidin-4-yl)piperazin-1-yl)-3-(3-methoxyazetidin-1-yl)propan-1-one